3-Amino-5-cyclopropyl-1-methyl-1,5-dihydro-4H-pyrrolo[3,2-c]pyridin-4-one NC1=CN(C2=C1C(N(C=C2)C2CC2)=O)C